IC=1C(=C(C=CC1)N1CCN(CC1)C)[N+](=O)[O-] 1-(3-iodo-2-nitrophenyl)-4-methylpiperazine